1-Benzyl-4-(4-{6-bromo-7-[(1-methylpiperidin-4-yl)amino]-3H-imidazo[4,5-b]pyridin-2-yl}phenyl)piperazin-2-one C(C1=CC=CC=C1)N1C(CN(CC1)C1=CC=C(C=C1)C1=NC=2C(=NC=C(C2NC2CCN(CC2)C)Br)N1)=O